C(#N)C1=C(C=CC2=CC=C(C=C2)C=CC2=C(C=CC=C2)C#N)C=CC=C1 1,4-bis(2-cyanostyryl)benzene